C(C)(C)(C)C=1C(=NC(=NC1)Cl)C#N (tert-butyl)-2-chloropyrimidine-4-carbonitrile